C(C)OC(=O)C1=C(CCCC1)OC(C(C(F)(F)F)C)CC(F)(F)F (1,1,1,5,5,5-hexafluoro-2-methylpent-3-yloxy)cyclohex-1-ene-1-carboxylic acid ethyl ester